CC1=C(C(=NO1)C=1C=NC(=CC1)C)COC1=CC=C(N=N1)C(=O)N[C@@H](C(F)(F)F)C |r| (RS)-6-((5-methyl-3-(6-methylpyridin-3-yl)isoxazol-4-yl)methoxy)-N-(1,1,1-trifluoropropan-2-yl)pyridazine-3-carboxamide